FC=1C(=C2C(=CC(=CC2=CC1)C#N)O)C#C[Si](C(C)C)(C(C)C)C(C)C 6-fluoro-4-hydroxy-5-[2-(triisopropylsilyl)ethynyl]naphthalene-2-carbonitrile